(R)-(-)-2-(t-butoxycarbonylamino)-1-propanol C(C)(C)(C)OC(=O)N[C@@H](CO)C